2-(6-(((1R,3r,5S)-8-azabicyclo[3.2.1]octan-3-yl)oxy)pyridazin-3-yl)-5-(1H-pyrazol-4-yl)phenol [C@H]12CC(C[C@H](CC1)N2)OC2=CC=C(N=N2)C2=C(C=C(C=C2)C=2C=NNC2)O